CN1N=CC(=C1)NCC=1N=C2N(C=C(C=C2)C(F)(F)F)C1 1-methyl-N-((6-(trifluoromethyl)imidazo[1,2-a]pyridin-2-yl)methyl)-1H-pyrazol-4-amine